2-(3-oxa-8-azabicyclo[3.2.1]octan-8-yl)benzo[d]oxazol-6-amine C12COCC(CC1)N2C=2OC1=C(N2)C=CC(=C1)N